2,6-diazaspiro[3.4]Octane-2-carboxylic acid methyl ester COC(=O)N1CC2(C1)CNCC2